BrC1=C(C=C(C=C1)NC(C(F)(F)F)=O)C (4-bromo-3-methylphenyl)-2,2,2-trifluoroacetamide